4-cyano-3-fluorobenzaldehyde C(#N)C1=C(C=C(C=O)C=C1)F